C(#N)C1=CC=C(C=C1)[C@H](CN[C@@H](C(=O)NC1=NC=C(C=C1)OC=1C=NN(C1)C)C1=CC=CC=C1)C |&1:8| (R,R)- and (R,S)-2-((2-(4-cyanophenyl)propyl)amino)-N-(5-((1-methyl-1H-pyrazol-4-yl)oxy)pyridin-2-yl)-2-phenylacetamide